FC1=CC=C2C=C(NC2=C1)C(=O)N(C)[C@H]1COCC=2NC(C=3C=C(C=CC3C21)F)=O (R)-6-fluoro-N-(8-fluoro-6-oxo-1,4,5,6-tetrahydro-2H-pyrano[3,4-c]isoquinolin-1-yl)-N-methyl-1H-indole-2-carboxamide